N-(2-hydroxyethyl)-5-((5-(4-(trifluoromethyl)phenyl)oxazol-2-yl)amino)pyridinecarboxamide OCCNC(=O)C1=NC=C(C=C1)NC=1OC(=CN1)C1=CC=C(C=C1)C(F)(F)F